S1C(=NC2=C1C=CC=C2)C(CBr)=O 1-(Benzo[d]thiazol-2-yl)-2-bromoethane-1-one